(R)-((1-(6-((4-ethoxypyridin-2-yl)amino)-3-methylpyridin-2-carbonyl)-5,5-difluoropiperidin-2-yl)methyl)carbamic acid methyl ester COC(NC[C@@H]1N(CC(CC1)(F)F)C(=O)C1=NC(=CC=C1C)NC1=NC=CC(=C1)OCC)=O